Cl.NC=1SC(=C(N1)C)N1C=C2C(=C(C1)N1CC=3N(CC1)N=CC3)C(N(N2)[C@@H](C)C2CC2)=O (S)-6-(2-amino-4-methylthiazol-5-yl)-2-(1-cyclopropylethyl)-4-(6,7-dihydropyrazolo[1,5-a]pyrazin-5(4H)-yl)-1,2-dihydro-3H-pyrazolo[3,4-c]pyridin-3-one hydrochloride